2-isopropyl-1,3-dioxane-5-carbonyl chloride C(C)(C)C1OCC(CO1)C(=O)Cl